C(C1CO1)N(CC1CO1)CC1CC(CCC1)CN(CC1CO1)CC1CO1 1,3-bis(N,N-diglycidyl-aminomethyl)cyclohexane